N-(4-cyano-5-ethyl-2-fluorophenyl)-5-phenyl-1H-pyrrole-3-sulfonamide C(#N)C1=CC(=C(C=C1CC)NS(=O)(=O)C1=CNC(=C1)C1=CC=CC=C1)F